4-thiocyanooctane S(C#N)C(CCC)CCCC